(2-(5-(4-(trifluoromethyl)phenoxy)-2-naphthoylamino)propyl)carbamic acid tert-butyl ester C(C)(C)(C)OC(NCC(C)NC(=O)C1=CC2=CC=CC(=C2C=C1)OC1=CC=C(C=C1)C(F)(F)F)=O